FC(OC[C@@]1(CCC=2C(=NC(=CC2C2=C(C=C(C=C2)F)F)C(=O)OCC)O1)C)F ethyl (S)-2-((difluoromethoxy)methyl)-5-(2,4-difluorophenyl)-2-methyl-3,4-dihydro-2H-pyrano[2,3-b]pyridine-7-carboxylate